OCC1([C@@]2([C@H](C[C@H]1C(C2)=O)O)C)C (+)-(1R,2S,4R)-8-hydroxy-5-ketoborneol